CN1N=C(C2=C(C1=O)N=CC=C2)C(=O)N2CCN(CC2)C(=O)OC(C)(C)C tert-butyl 4-(7-methyl-8-oxo-pyrido[2,3-d]pyridazine-5-carbonyl)piperazine-1-carboxylate